NC1=CC=C(C=C1)C1=CC(=NN1)NC1=C(C=C(C=C1)NS(=O)(=O)C)C N-(4-((5-(4-aminophenyl)-1H-pyrazol-3-yl)amino)-3-methylphenyl)methanesulfonamide